trans-1,4-diphenyl-butane-1,4-dione C1(=CC=CC=C1)C(CCC(=O)C1=CC=CC=C1)=O